FC1=CC(=C(C(=O)OC)C=C1[N+](=O)[O-])O Methyl 4-fluoro-2-hydroxy-5-nitrobenzoate